OXAZOLiDINONE 3-chloro-5-((3,5-dichloro-phenylimino)meth-yl)phenyl-nicotinate ClC=1C=C(C=C(C1)C=NC1=CC(=CC(=C1)Cl)Cl)OC(C1=CN=CC=C1)=O.O1C(NCC1)=O